(S)-Benzyl-N,N-dibenzylallylglycine C(C1=CC=CC=C1)[C@](N(CC1=CC=CC=C1)CC1=CC=CC=C1)(C(=O)O)CC=C